C1(CC1)S(=O)(=O)NC1=CC(=NC=C1)[C@@H](C[C@H]1NCCCC1)NC(=O)C=1SC(=CN1)C1=NC(=CN=C1)OCC N-((R)-1-(4-(cyclopropanesulfonamido)pyridin-2-yl)-2-((S)-piperidin-2-yl)ethyl)-5-(6-ethoxypyrazin-2-yl)thiazole-2-carboxamide